[Cl-].OCCN1C=[N+](C=C1)C 1-(2-Hydroxyethyl)-3-methylimidazolium chlorid